C(CC)C1=NC2=C(N1C#CC1=CC=CC=C1)C=CC=C2 2-propyl-1-(phenylethynyl)-1H-benzimidazole